(6S)-3-Methyl-6-prop-1-en-2-ylcyclohexen CC1C=C[C@H](CC1)C(=C)C